1-((S)-1-((R or S)-3-(2-(5-fluorothiophen-2-yl)ethyl)-1-(2-(6-methylpyridin-3-yl)propan-2-yl)pyrrolidin-3-yl)ethyl)-3-isopropylurea FC1=CC=C(S1)CC[C@@]1(CN(CC1)C(C)(C)C=1C=NC(=CC1)C)[C@H](C)NC(=O)NC(C)C |o1:8|